BrC1=CC(=C(C(=O)O)C=C1F)NN 4-bromo-5-fluoro-2-hydrazineylbenzoic acid